[Pd](Cl)Cl.C1=CCCC=CCC1 (1,5-cyclooctadiene) Palladium dichloride